C(#N)C1(CC1)NS(=O)(=O)C1=CC=C2C3=C(N(C2=C1)C=1SC(=NN1)C(F)F)N=C(N=C3N3C[C@@H]1COCCN1CC3)C (R)-N-(1-cyanocyclopropyl)-9-(5-(difluoromethyl)-1,3,4-thiadiazol-2-yl)-4-(hexahydropyrazino[2,1-c][1,4]oxazin-8(1H)-yl)-2-methyl-9H-pyrimido[4,5-b]indole-7-sulfonamide